6-ethynyl-2-morpholino-chromen-4-one C(#C)C=1C=C2C(C=C(OC2=CC1)N1CCOCC1)=O